[NH2+]1C=CC2=CC=CC=C12.C1=NC=CC=2C3=CC=CC=C3NC12 beta-carboline indolium salt